1-[(6-{5-Azaspiro[2.3]hex-5-yl}-2-formylpyridin-3-yl)methyl]-1H-pyrazole-4-carboxylic acid ethyl ester C(C)OC(=O)C=1C=NN(C1)CC=1C(=NC(=CC1)N1CC2(CC2)C1)C=O